FC1=NN(C=C1)C(C)C1=CC=C(C=C1)F 3-fluoro-1-(1-(4-fluorophenyl)ethyl)-1H-pyrazole